(S)-2-(4-chlorophenyl)-1-(4-((5R,7R)-7-hydroxy-5-methyl-6,7-dihydro-5H-cyclopenta[d]pyrimidin-4-yl)piperazin-1-yl)-3-(4-isopropylpiperazin-1-yl)propan-1-one ClC1=CC=C(C=C1)[C@H](C(=O)N1CCN(CC1)C=1C2=C(N=CN1)[C@@H](C[C@H]2C)O)CN2CCN(CC2)C(C)C